CNCC1OCC2(C=3N=CSC31)CC2 N-methyl-1-(4'H,6'H-spiro[cyclopropane-1,7'-pyrano[4,3-d]thiazol]-4'-yl)methylamine